Ethyl 2-((((4aR,6S,7aS)-6-(2-amino-6-oxo-1,6-dihydro-9H-purin-9-yl)-5-methylene-2-oxidohexahydrocyclopenta[d][1,3,2]dioxaphosphinin-2-yl)oxy)methyl)benzoate NC=1NC(C=2N=CN(C2N1)[C@@H]1C([C@H]2[C@@H](OP(OC2)(=O)OCC2=C(C(=O)OCC)C=CC=C2)C1)=C)=O